CC(=O)O[C@H]1C=C2[C@H]3CC4=C([C@@]2(CC[NH+]3C)C=C1OC)C(=C(C=C4)OC)O The molecule is the conjugate acid of 7-O-acetylsalutaridinol arising from protonation of the tertiary amino function. It is a conjugate acid of a 7-O-acetylsalutaridinol.